[5'-fluoro-1'-methyl-3-(trifluoromethyl)-[4,6'-biindazol]-1-yl]acetic acid FC=1C=C2C=NN(C2=CC1C=1C=2C(=NN(C2C=CC1)CC(=O)O)C(F)(F)F)C